CN1CC(C1)(C)[C@@](O)(C=1C=C(C=NC1)C1CCN(CC1)C1=CC=CC=C1)C1=CC=C(C=C1)C(C)C (R)-(1,3-dimethyl-azetidin-3-yl)-(4-isopropyl-phenyl)-(1'-phenyl-1',2',3',4',5',6'-hexahydro-[3,4']bipyridinyl-5-yl)-methanol